FC=1C(=C(C(=O)N)C=C(C1F)CC1=C(C(=CC=C1)NS(=O)(=O)CCOC)F)NC1=C(C=C(C=C1)I)F 3,4-difluoro-2-(2-fluoro-4-iodoanilino)-5-[[2-fluoro-3-(2-methoxyethylsulfonylamino)phenyl]methyl]benzamide